CC1(OB(OC1(C)C)C1=C2C(CCC2=CC=C1)C)C 4,4,5,5-tetramethyl-2-(3-methyl-2,3-dihydro-1H-inden-4-yl)-1,3,2-dioxaborolane